2-(2-chlorobenzyl)-8-methyl-N-[2-(pyrrolidin-1-yl)ethyl]-4,5-dihydro-2H-furo[2,3-g]indazole-7-carboxamide ClC1=C(CN2N=C3C4=C(CCC3=C2)OC(=C4C)C(=O)NCCN4CCCC4)C=CC=C1